Allyl (3S,5R)-3-[[4-[6-cyano-1-(2-trimethylsilylethoxymethyl) indol-3-yl]-5-(trifluoromethyl) pyrimidin-2-yl] amino]-5-hydroxy-piperidine-1-carboxylate C(#N)C1=CC=C2C(=CN(C2=C1)COCC[Si](C)(C)C)C1=NC(=NC=C1C(F)(F)F)N[C@@H]1CN(C[C@@H](C1)O)C(=O)OCC=C